C[C@@](C1=CC=CC2=CC=CC=C21)(C(=O)O)N alpha-naphthylalanine